7-chloro-5-(2-ethoxypyridin-3-yl)-1-isopropyl-1H-pyrazolo[4,3-b]pyridine-3-carbaldehyde ClC1=C2C(=NC(=C1)C=1C(=NC=CC1)OCC)C(=NN2C(C)C)C=O